FCC1CC(CNC1)NC(OC(C)(C)C)=O tert-butyl (5-(fluoromethyl)piperidin-3-yl)carbamate